BrC1=C(C=C2C(=NC(N(C2=C1)C1=C(C=CC=C1)C(F)(F)F)=O)N1CCN(CC1)C(=O)OC(C)(C)C)Cl tert-butyl 4-(7-bromo-6-chloro-2-oxo-1-(2-(trifluoromethyl)phenyl)-1,2-dihydroquinazolin-4-yl)piperazine-1-carboxylate